O=C1N(C=CC(=C1)C(F)(F)F)CC1CC2(CN(C2)C(=O)OC(C)(C)C)C1 Tert-Butyl 6-[[2-oxo-4-(trifluoromethyl)-1-pyridyl]methyl]-2-azaspiro[3.3]heptane-2-carboxylate